C(CCCCCCCCCC1(CC1)C(=O)N)C1(CC1)C(=O)N 1,1'-(decane-1,10-diyl)bis(cyclopropane-1-carboxamide)